Dimethyl 8,8'-(1,4-phenylenebis(azanediyl))bis(8-oxooctanoate) C1(=CC=C(C=C1)NC(CCCCCCC(=O)OC)=O)NC(CCCCCCC(=O)OC)=O